Tungsten-Lanthanum [La].[W]